IC=1C2=C(N(N1)C(C1=CC=CC=C1)(C1=CC=CC=C1)C1=CC=CC=C1)CCC2 3-iodo-1-trityl-1,4,5,6-tetrahydrocyclopenta[c]pyrazole